FC(C1=C(N(C=C1)S(=O)(=O)C1=CC=C(C)C=C1)C=1SC=CN1)F 2-[3-difluoromethyl-1-(toluene-4-sulfonyl)-1H-pyrrol-2-yl]-thiazole